N1=CC(=CC=C1)CN1[C@@H](CCC1)C(=O)O (pyridin-3-ylmethyl)-L-proline